2-[(1-oxo-2-propen-1-yl)oxy]ethyl 2-[3,6-bis(diethylamino)-3H-xanthen-9-yl]benzoate C(C)N(C1C=CC2=C(C3=CC=C(C=C3OC2=C1)N(CC)CC)C1=C(C(=O)OCCOC(C=C)=O)C=CC=C1)CC